CC=1C=C(C=CC1)SC1=C(C(=O)O)C=CN=C1 3-[(3-Methylphenyl)thio]isonicotinic acid